[Zn].[Mg].[K] potassium-magnesium-zinc